4-(quinoline-4-yl)quinoline N1=CC=C(C2=CC=CC=C12)C1=CC=NC2=CC=CC=C12